N-[1-[4-(4-amino-1-cyclopentyl-pyrazolo[3,4-D]pyrimidin-3-yl)phenyl]cyclopropyl]-2-methoxy-benzamide NC1=C2C(=NC=N1)N(N=C2C2=CC=C(C=C2)C2(CC2)NC(C2=C(C=CC=C2)OC)=O)C2CCCC2